N-((1r,4r)-4-((5-(cinnolin-6-yl)-4-methoxy-7H-pyrrolo[2,3-d]pyrimidin-2-yl)amino)-1-methylcyclohexyl)acetamide N1=NC=CC2=CC(=CC=C12)C1=CNC=2N=C(N=C(C21)OC)NC2CCC(CC2)(C)NC(C)=O